NC(C(C1=CC=CC=C1)SC1=C(C(=C(C(=N1)N1CCC(CC1)NC(CNC1=C2C(N(C(C2=CC=C1)=O)C1C(NC(CC1)=O)=O)=O)=O)C#N)CC)C#N)=O N-(1-(6-((2-amino-2-oxo-1-phenylethyl)thio)-3,5-dicyano-4-ethylpyridin-2-yl)piperidin-4-yl)-2-((2-(2,6-dioxopiperidin-3-Yl)-1,3-dioxoisoindolin-4-yl)amino)acetamide